C(C1=CC=CC=C1)C=1N(C=2C(=C3CC[C@@H](NC3=CC2)C)N1)[C@H]1CO[C@@H](CC1)C(N)=O (7S)-2-Benzyl-3-[(3R,6S)-6-carbamoyloxan-3-yl]-7-methyl-3H,6H,7H,8H,9H-imidazo[4,5-f]chinolin